(2R,4R)-1-(4-methoxybenzyl)-2-methylpiperidine-4-carboxylic acid methyl ester COC(=O)[C@H]1C[C@H](N(CC1)CC1=CC=C(C=C1)OC)C